2-amino-5-[2-(2-carbamoyl-2-methylideneethyl)-3-oxo-1H,2H,3H-benzo[e]isoindol-8-yl]-3-methoxy-N-[(1r,4r)-4-(dimethylamino)cyclohexyl]benzamide NC1=C(C(=O)NC2CCC(CC2)N(C)C)C=C(C=C1OC)C=1C=CC2=C(C=3CN(C(C3C=C2)=O)CC(=C)C(N)=O)C1